benzyl (2-(2-(4-fluorophenyl)-6-(((1R,5S,6s)-3-(3-oxo-2-(trifluoromethyl)butanoyl)-3-azabicyclo[3.1.0]hexan-6-yl)oxy)pyridin-4-yl)propan-2-yl)carbamate FC1=CC=C(C=C1)C1=NC(=CC(=C1)C(C)(C)NC(OCC1=CC=CC=C1)=O)OC1[C@@H]2CN(C[C@H]12)C(C(C(C)=O)C(F)(F)F)=O